COC(C1=C(C=O)C=CC(=C1)F)OC 2-(Dimethoxymethyl)-4-fluorobenzaldehyde